C(C)N1N=NC2=C1C=CC(=C2F)/C=C/C(=O)OCC2=CC=CC=C2 (E)-Benzyl 3-(1-ethyl-4-fluoro-1H-benzo[d][1,2,3]triazol-5-yl)acrylate